CN(C1=CC=C(CNCCN)C=C1)C N-(4-Dimethylaminobenzyl)-1,2-ethanediamine